Tert-butyl-((3R,5R)-1-(2-(6-bromo-1-(cyclopropylmethyl)-1H-indol-2-yl)-3-methylbenzofuran-6-carbonyl)-5-fluoropiperidin-3-yl) carbamate C(N)(O[C@H]1C(N(C[C@@H](C1)F)C(=O)C1=CC2=C(C(=C(O2)C=2N(C3=CC(=CC=C3C2)Br)CC2CC2)C)C=C1)C(C)(C)C)=O